tert-butyl (4-((3ar,4r,6as)-6-hydroxy-2,2-dimethyltetrahydro-4H-cyclopenta[d][1,3]dioxol-4-yl)phenyl)carbamate OC1C[C@@H]([C@@H]2[C@H]1OC(O2)(C)C)C2=CC=C(C=C2)NC(OC(C)(C)C)=O